CO[C@@]1(COCC1)C1=CC(=CC(=N1)C=1C=C(N2C=NC(=CC21)N)C([2H])([2H])[2H])C (R)-5-(6-(3-Methoxytetrahydrofuran-3-yl)-4-methylpyridin-2-yl)-7-(methyl-d3)pyrrolo[1,2-c]pyrimidin-3-amine